6-bromobenzo[b]thiophen-2(3H)-one BrC=1C=CC2=C(SC(C2)=O)C1